disilver hydrogen citrate C(CC(O)(C(=O)[O-])CC(=O)[O-])(=O)O.[Ag+].[Ag+]